C(CCCCCCCCCCC)C1=CC(=CC=C1)S(=O)(=O)[O-].[Na+] sodium 6-dodecylbenzene-4-sulfonate